C(C)(C)(C)OC(=O)N1CC(CCC1)C(NC1=NN(C2=CC=C(C=C12)C1=C(C=CC(=C1)C(N)=O)Cl)C(C1=CC=CC=C1)(C1=CC=CC=C1)C1=CC=CC=C1)=O 3-{[5-(5-Carbamoyl-2-chlorophenyl)-1-trityl-1H-indazol-3-yl]carbamoyl}piperidine-1-carboxylic acid tert-butyl ester